3-(2-pyrrolidino-1-methyl-ethyl)-α-methylstyrene N1(CCCC1)CC(C)C=1C=C(C(=C)C)C=CC1